N-(5-bromo-6-(2-(dimethylamino)ethoxy)pyridin-2-yl)-2'-cyclopropyl-4'-(5-methyl-1,2,4-oxadiazol-3-yl)-[1,1'-biphenyl]-4-carboxamide BrC=1C=CC(=NC1OCCN(C)C)NC(=O)C1=CC=C(C=C1)C1=C(C=C(C=C1)C1=NOC(=N1)C)C1CC1